8-((3-(1-((tert-butyldimethylsilyl)oxy)-2,3-dihydro-1H-inden-4-yl)-2-chlorophenyl)amino)-1,7-naphthyridine-3-carbaldehyde [Si](C)(C)(C(C)(C)C)OC1CCC2=C(C=CC=C12)C=1C(=C(C=CC1)NC=1N=CC=C2C=C(C=NC12)C=O)Cl